C(C)(C)(C)OC(NS(NCCC1CCN(CC1)C1=NC=NC2=CC(=C(C=C12)OC)OC)(=O)=O)=O (N-(2-(1-(6,7-dimethoxyquinazolin-4-yl)piperidin-4-yl)ethyl)sulfamoyl)carbamic acid tert-butyl ester